ClC=1CN(C(=CC1OCC1=NC=C(C=C1F)F)C)C1=CC(=NC=C1C)C1=NC(=NC=C1)C(C)(C)O (+)-3-chloro-4-((3,5-difluoropyridin-2-yl)methoxy)-2'-(2-(2-hydroxypropan-2-yl)pyrimidin-4-yl)-5',6-dimethyl-2H-[1,4'-bipyridine]